[Na].[Na].FC(C(C1=CC=C(O)C=C1)(C(F)(F)F)C1=CC=C(C=C1)O)(F)F hexafluorobisphenol A disodium salt